COC=1C=C(CN(C2=CC(=NC=C2)COCCOCCN2CCOCC2)CC2=CC=C(C=C2)N2CCN(CC2)C)C=CC1 N-(3-methoxybenzyl)-N-(4-(4-methylpiperazin-1-yl)benzyl)-2-((2-(2-morpholinoethoxy)ethoxy)methyl)pyridin-4-amine